C(C1=CC=CC=C1)OC1=CC2=C(C=3N(C(O2)C=2SC=CN2)C=C(C(C3)=O)C(=O)O)C=3CCOC31 4-(benzyloxy)-11-oxo-7-(thiazol-2-yl)-1,2,7,11-tetrahydrobenzofuro[4,5-e]pyrido[1,2-c][1,3]oxazine-10-carboxylic acid